2,3-dichloro-pyrazolo[1,5-a]pyridin-5-ylamine ClC1=NN2C(C=C(C=C2)N)=C1Cl